2-(1H-imidazol-1-yl)-N-((1r,4r)-4-methoxycyclohexyl)-6-(trifluoromethyl)pyrimidine-4-carboxamide tert-butyl-(2-((2-((3-fluorophenyl)thio)phenyl)amino)-2-oxoethyl)carbamate C(C)(C)(C)N(C(O)=O)CC(=O)NC1=C(C=CC=C1)SC1=CC(=CC=C1)F.N1(C=NC=C1)C1=NC(=CC(=N1)C(=O)NC1CCC(CC1)OC)C(F)(F)F